C(C1=CC=CC=C1)NC(=O)N1C=NC(=C1)C=1C=NC=CC1 N-Benzyl-4-(pyridin-3-yl)-1H-imidazole-1-carboxamide